1-methyl-3-((5-(quinoxalin-6-yl)pyrrolo[2,1-f][1,2,4]triazin-2-yl)amino)cyclobutan-1-ol CC1(CC(C1)NC1=NN2C(C=N1)=C(C=C2)C=2C=C1N=CC=NC1=CC2)O